3-(5-((4-(2-(5-chloropyridin-2-yl)benzyl)piperazin-1-yl)methyl)-1-oxoisoindolin-2-yl)piperidine-2,6-dione ClC=1C=CC(=NC1)C1=C(CN2CCN(CC2)CC=2C=C3CN(C(C3=CC2)=O)C2C(NC(CC2)=O)=O)C=CC=C1